(3-exo)-3-((7-chloro-1,6-naphthyridin-5-yl)amino)-8-azabicyclo[3.2.1]octane-8-carboxylic acid tert-butyl ester C(C)(C)(C)OC(=O)N1C2CC(CC1CC2)NC2=C1C=CC=NC1=CC(=N2)Cl